C(C)OC(C(F)(F)C1=C(C=C(C(=C1)OC)C(C)=O)OC)=O (4-acetyl-2,5-dimethoxyphenyl)-2,2-difluoroacetic acid ethyl ester